2-[6-[(2S)-2-[dideuterio(hydroxy)methyl]morpholin-4-yl]pyridazin-3-yl]-3,5-dimethylphenol [2H]C([C@@H]1CN(CCO1)C1=CC=C(N=N1)C1=C(C=C(C=C1C)C)O)(O)[2H]